(S)-1-(2-methyl-3-(1-oxo-4-(o-tolyl)-1,2-dihydroisoquinolin-7-yl)propanoyl)piperidine-3-carboxylic acid CC(C(=O)N1C[C@H](CCC1)C(=O)O)CC1=CC=C2C(=CNC(C2=C1)=O)C1=C(C=CC=C1)C